3-methyl-N-(3-methyl-1,1-dioxidothietan-3-yl)-5-((3-(2,2,2-trifluoroethoxy)pyridin-2-yl)oxy)-3H-imidazo[4,5-b]pyridine-2-carboxamide CN1C(=NC=2C1=NC(=CC2)OC2=NC=CC=C2OCC(F)(F)F)C(=O)NC2(CS(C2)(=O)=O)C